N-[6-(4-(1H-imidazol-1-yl)piperidin-1-yl)thiazolo[4,5-b]pyrazin-2-yl]-4-(5-chloro-2-methoxyphenyl)-6-methylnicotinamide N1(C=NC=C1)C1CCN(CC1)C=1N=C2C(=NC1)N=C(S2)NC(C2=CN=C(C=C2C2=C(C=CC(=C2)Cl)OC)C)=O